C1=CN(C=N1)S(=O)(=O)C(F)(F)F N-trifluoromethanesulfonylimidazole